C[Si]([Si](Cl)(Cl)C)(C)C Tetramethyl-dichlorodisilan